CC1=CN=CN1CCCNC(=NC#N)NC1=CC=C(C=C1)C1=CC=CC=C1 (3-(5-methyl-1H-imidazol-1-yl)propyl)-2-cyano-3-(biphenyl-4-yl)guanidine